tert-Butyl (3'R*,4'S*)-4'-fluoro-[1,3'-bipyrrolidine]-1'-carboxylate F[C@@H]1[C@@H](CN(C1)C(=O)OC(C)(C)C)N1CCCC1 |o1:1,2|